N-Boc-6-(1-(tert-butoxycarbonyl)-1,2,3,6-tetrahydropyridin-4-yl)-4-(4-phenoxyphenyl)isoindolin-1-one C(=O)(OC(C)(C)C)N1C(C2=CC(=CC(=C2C1)C1=CC=C(C=C1)OC1=CC=CC=C1)C=1CCN(CC1)C(=O)OC(C)(C)C)=O